Cl.C1(=CC(=CC=C1)CC1NCC2(CC2)C1NS(=O)(=O)CC)C1=CC=CC=C1 N-(6-([1,1'-biphenyl]-3-ylmethyl)-5-azaspiro[2.4]heptan-7-yl)ethanesulfonyl-amine hydrochloride